(Z)-3-(1-(4-amino-2-fluoro-but-2-en-1-yl)-6-(trifluoromethyl)-1H-benzo[d]imidazol-4-yl)-N-cyclopropylbenzenesulfonamide hydrochloride Cl.NC\C=C(\CN1C=NC2=C1C=C(C=C2C=2C=C(C=CC2)S(=O)(=O)NC2CC2)C(F)(F)F)/F